FC1=C2C=NN(C2=C(C(=C1)O)F)C1=CC=C(C=C1)C1=CC(=CC=C1)O 4,7-difluoro-1-(3'-hydroxy-[1,1'-biphenyl]-4-yl)-1H-indazol-6-ol